(2-(3-(1-acetylpiperidin-4-yl)-4-(benzofuran-6-yl)-1H-indazol-1-yl)acetyl)glycylglycine C(C)(=O)N1CCC(CC1)C1=NN(C2=CC=CC(=C12)C1=CC2=C(C=CO2)C=C1)CC(=O)NCC(=O)NCC(=O)O